CC1(CCOCC1)NC(OC1CCCC1)=O cyclopentyl (4-methyltetrahydro-2H-pyran-4-yl)carbamate